C(C)(C)OC1N(CC1)C(=O)N isopropoxyazetidine-1-carboxamide